BrC=1C=C(NC1)C(=O)NC(C(=O)O)\C=C\C(C)(C)C (E)-2-(4-bromo-2-pyrrolylcarbonylamino)-5,5-dimethyl-3-hexenoic acid